3-(isopentylamino)azepan C(CC(C)C)NC1CNCCCC1